tert-butyl 5-(5-chloro-4-fluoro-3-methyl-pyrrolo[2,3-c]pyridin-1-yl)-2-azabicyclo[2.2.2]oct-5-ene-2-carboxylate ClC=1C(=C2C(=CN1)N(C=C2C)C=2C1CN(C(C2)CC1)C(=O)OC(C)(C)C)F